ClC=1C(=C(CO[C@@H]2C[C@H](C2)C(=O)NCC2=C(C(=C(C=C2)C(F)(F)F)C=2NC(C=C(N2)CC)=O)F)C=CC1)F trans-3-[(3-chloro-2-fluorobenzyl)oxy]-N-[3-(4-ethyl-6-oxo-1,6-dihydropyrimidin-2-yl)-2-fluoro-4-(trifluoromethyl)benzyl]cyclobutane-1-carboxamide